N-((1-(1-(4-(propan-2-ylidene)cyclohexyl)piperidin-4-yl)-3-(pyrrolidin-1-ylmethyl)-1H-pyrrolo[2,3-b]pyridin-2-yl)methyl)methanesulfonamide CC(C)=C1CCC(CC1)N1CCC(CC1)N1C(=C(C=2C1=NC=CC2)CN2CCCC2)CNS(=O)(=O)C